C(C)(C)(C)NC1CN(CC1)C1=NC=C(N=C1)C1=C(C=C(C(=C1)F)C=1C=NNC1)F N-tert-butyl-1-{5-[2,5-difluoro-4-(1H-pyrazol-4-yl)phenyl]pyrazin-2-yl}pyrrolidin-3-amin